C(C)OC(=C)C=1N=C(N2C1C=NC(=C2)C)C(=O)OCC ethyl 1-(1-ethoxyvinyl)-6-methylimidazo[1,5-a]pyrazine-3-carboxylate